4-(6-(4-(piperidine-1-yl)phenyl)pyrazolo[1,5-a]Pyrimidine-3-yl)quinoline N1(CCCCC1)C1=CC=C(C=C1)C=1C=NC=2N(C1)N=CC2C2=CC=NC1=CC=CC=C21